m-phenylphenylboronic acid C1(=CC=CC=C1)C=1C=C(C=CC1)B(O)O